O1C=CC2=C1C(=CC=C2)C(=O)N2CC=1C(CC2)=C(N(N1)C)C1=CC=CC=C1 benzofuran-7-yl-(2-methyl-3-phenyl-2,4,5,7-tetrahydro-6H-pyrazolo[3,4-c]pyridin-6-yl)methanone